FC(C(C(C(F)(F)F)(F)F)(F)F)(F)C(C)O (perfluorobutyl)ethanol